FC=1C=CC2=C(NC(=NS2(=O)=O)NCC2=C(C=CC=C2)OC)C1[C@H](C)C1=C(C=CC=C1)F (R)-6-fluoro-5-(1-(2-fluorophenyl)ethyl)-3-((2-methoxybenzyl)amino)-4H-benzo[e][1,2,4]thiadiazine 1,1-dioxide